ClC1=C2C(=NC=C1CNC1=C(C(=CC(=C1F)OC)OC)F)N(C(=C2)CN2CCOCC2)S(=O)(=O)C2=CC=CC=C2 ((4-chloro-2-(morpholinomethyl)-1-(phenylsulfonyl)-1H-pyrrolo[2,3-b]pyridin-5-yl)methyl)-2,6-difluoro-3,5-dimethoxyaniline